ethyl 3-(3-(7-((2-hydroxyethyl)-sulfonyl)-2,6,6-trimethyl-1-(2-methylhydrazineyl)-1-oxoheptan-2-yl)phenyl)propanoate OCCS(=O)(=O)CC(CCCC(C(=O)NNC)(C)C=1C=C(C=CC1)CCC(=O)OCC)(C)C